C(C)(C)(C)N1CC(C1)C=1C=NC(=CC1)OC1=CC=C(C=C1)OC(F)(F)F tert-Butyl-3-[6-[4-(trifluoromethoxy)phenoxy]-3-pyridyl]azetidine